p-[(diiodomethyl)sulfonyl]-toluene IC(S(=O)(=O)C1=CC=C(C)C=C1)I